C(OC(C(C)C)Cl)(OC(C)C)=O 1-chloro-2-methylpropyl isopropyl carbonate